5-(2-methyl-1-(((trifluoromethyl)sulfonyl)oxy)propan-2-yl)-1,2,4-oxadiazole-3-carboxylic acid CC(COS(=O)(=O)C(F)(F)F)(C)C1=NC(=NO1)C(=O)O